2,6-dimethoxy-N-(4-(tetrahydrofuran-2-yl)-2,3-dihydrobenzofuro[7,6-d]isoxazol-8-yl)benzenesulfonamide COC1=C(C(=CC=C1)OC)S(=O)(=O)NC1=NOC2=C1C1=C(CCO1)C(=C2)C2OCCC2